BrC1=CC(=C(O[C@H](C(=O)OCC)CC2CC2)C=C1)C1=NOCC1OCCCC ethyl (2S)-2-[4-bromo-2-(4-butoxy-4,5-dihydroisoxazol-3-yl)phenoxy]-3-cyclopropylpropanoate